S(=O)(=O)([O-])[O-].S(=O)(=O)([O-])[O-].S(=O)(=O)([O-])[O-].[Cr+6] chromium trisulphate